C1(C2C(C(O1)=O)C1C2C2C3C4C5C(C6C5C(OC6=O)=O)C(C3C1C2)C4)=O tetradecahydro-4,10:5,9-dimethanonaphtho[2'',3'':3,4;6'',7'':3',4']dicyclobuta[1,2-c:1',2'-c']difuran-1,3,6,8-tetrone